OC(C#CC=1C2=C(C(N(C1)C)=O)NC=C2C(=O)N(C)C)(C)C 4-(3-hydroxy-3-methyl-but-1-ynyl)-N,N,6-trimethyl-7-oxo-1H-pyrrolo[2,3-c]pyridine-3-carboxamide